tert-butylamine isooctanoate salt C(CCCCC(C)C)(=O)O.C(C)(C)(C)N